cyclopentane-1,3-dicarbaldehyde C1(CC(CC1)C=O)C=O